calcium tridecyl benzenesulfonate C1(=CC=CC=C1)S(=O)(=O)OCCCCCCCCCCCCC.[Ca]